CN(CC(=O)N1CCC(CC1)C=1C=C2C(=C(NC2=CC1)C=1C(=C(C(N(C1)C)=O)C)C)C(C)C)C 5-(5-(1-(dimethylglycyl)piperidin-4-yl)-3-isopropyl-1H-indol-2-yl)-1,3,4-trimethylpyridin-2(1H)-one